N-(1-(2-Phenylethyl)-4-piperidinyl)-N-phenylpentylamide C1(=CC=CC=C1)CCN1CCC(CC1)[N-]CCCCCC1=CC=CC=C1